C1(=CC=C(C=C1)C=CC=1SC2=C(N1)C=CC=C2)C=CC=2SC1=C(N2)C=CC=C1 2'-(p-PHENYLENEDIVINYLENE)-bis-benzothiazole